C1(CC1)C1=C(C(=NO1)C1=C(C=CC=C1)C(F)(F)F)C1=CC2(C1)CCN(CC2)C=2C=C1C(=CC(=NC1=CC2)C(=O)O)OC(C)C 6-(2-(5-cyclopropyl-3-(2-(trifluoromethyl)phenyl)isoxazol-4-yl)-7-azaspiro[3.5]non-1-en-7-yl)-4-isopropoxyquinoline-2-carboxylic acid